(3S)-3-((2-((7R)-7-(hydroxymethyl)-2-(2-propenoyl)-2,6-diazaspiro[3.4]octan-6-yl)-5,6,7,8-tetrahydro-4-quinazolinyl)amino)-N,5-dimethyl-hexanamide OC[C@@H]1N(CC2(CN(C2)C(C=C)=O)C1)C1=NC=2CCCCC2C(=N1)N[C@H](CC(=O)NC)CC(C)C